C1(CCCCC1)(C1=CC=C(C=C1)N(C1=CC=C(C=C1)C)C1=CC=C(C=C1)C)C1=CC=C(C=C1)N(C1=CC=C(C=C1)C)C1=CC=C(C=C1)C 4,4'-Cyclohexylidenebis[N,N-bis(4-methylphenyl)benzenamine]